(±)-N-[3-(3-bromophenyl)tetrahydrofuran-3-yl]-4,5-dichloro-1-methyl-indole-2-carboxamide BrC=1C=C(C=CC1)[C@]1(COCC1)NC(=O)C=1N(C2=CC=C(C(=C2C1)Cl)Cl)C |r|